O[C@H]1[C@@H](C2=CC=CC=C2C1)NC(=O)C=1C=CC2=C(C(C(O2)(C)C)N2C(NC(CC2=O)(C)C)=N)C1 N-[(1R,2R)-2-hydroxyindan-1-yl]-3-(2-imino-4,4-dimethyl-6-oxo-hexahydropyrimidin-1-yl)-2,2-dimethyl-3H-benzofuran-5-carboxamide